5-(4-chloro-2-methyl-2H-indazol-5-yl)-3-methyl-2-(1,9-diazaspiro[5.5]undecan-9-yl)-3,7-dihydro-4H-pyrrolo[2,3-d]pyrimidin-4-one ClC=1C2=CN(N=C2C=CC1C1=CNC=2N=C(N(C(C21)=O)C)N2CCC1(CCCCN1)CC2)C